tert-butyl 4-(3-methyl-1H-indol-4-yl)-3,6-dihydro-2H-pyridine-1-carboxylate CC1=CNC2=CC=CC(=C12)C=1CCN(CC1)C(=O)OC(C)(C)C